benzyl-1,2,4-triazine-3-carboxamide methyl-1-(4-cyclopropyl-3-fluoro-2-methoxyphenyl)cyclopropane-1-carboxylate COC(=O)C1(CC1)C1=C(C(=C(C=C1)C1CC1)F)OC.C(C1=CC=CC=C1)C=1N=C(N=NC1)C(=O)N